C1(CC1)C1=NC(=NO1)C(C)=O 1-(5-cyclopropyl-1,2,4-oxadiazol-3-yl)ethan-1-one